CC1(OB(OC1(C)C)C=1C=C(CNS(=O)(=O)C)C=CC1)C N-(3-(4,4,5,5-tetramethyl-1,3,2-dioxaborolan-2-yl)benzyl)methanesulfonamide